Cl.ClC1=C(C=C(C(=C1)S(N[C@H](C)C1CCN(CC1)C)(=O)=O)C)NC(C1=C(C=CC=C1)C)=O (R)-N-(2-chloro-5-methyl-4-(N-(1-(1-methylpiperidin-4-yl)ethyl)sulfamoyl)phenyl)-2-methylbenzamide hydrochloride